1,3-bis(3,6-diphenyl-9H-carbazole-9-yl)benzene C1(=CC=CC=C1)C=1C=CC=2N(C3=CC=C(C=C3C2C1)C1=CC=CC=C1)C1=CC(=CC=C1)N1C2=CC=C(C=C2C=2C=C(C=CC12)C1=CC=CC=C1)C1=CC=CC=C1